ClC=1C=C2C=NN(C2=CC1C(=O)N1COC2=C(C1)C=CC=C2C2=CC(=C(C(=O)O)C=C2F)N2CCOCC2)C 4-[3-(5-Chloro-1-methylindazole-6-carbonyl)-2,4-dihydro-1,3-benzoxazin-8-yl]-5-fluoro-2-morpholin-4-ylbenzoic acid